(5S,8S)-N-(2-(4-chloro-phenyl)propyl)-5-fluoro-8-hydroxy-5,6,7,8-tetra-hydroquinoline-5-carboxamide ClC1=CC=C(C=C1)C(CNC(=O)[C@]1(C=2C=CC=NC2[C@H](CC1)O)F)C